ClC1=C(C=C(C=C1)C(C[C@@H](C(F)(F)F)C)N1C[C@@H](N(C[C@H]1C)C=1C=2N=CN(C2N2C(N1)=NN=C2)C[C@H]2OCCC2)C)F 4-((2S,5R)-4-((3S)-1-(4-chloro-3-fluorophenyl)-4,4,4-trifluoro-3-methylbutyl)-2,5-dimethylpiperazin-1-yl)-1-(((S)-tetrahydrofuran-2-yl)methyl)-1H-[1,2,4]triazolo[3,4-b]purine